C(C1=CC=CC=C1)NC(=O)N([C@@H]1CC[C@H](CC1)NC1=NC=C(C(=N1)N[C@@H]1COCC[C@H]1O)C#N)C1=NC=C(C=C1)C=1C=NN(C1)C 1,5-anhydro-2-((2-((trans-4-((benzylcarbamoyl)(5-(1-methyl-1H-pyrazol-4-yl)pyridin-2-yl)amino)cyclohexyl)amino)-5-cyanopyrimidin-4-yl)amino)-2,4-dideoxy-D-threo-pentitol